BrC1=CC=C(C2=CC=CC=C12)CN1CC(C1)(C)OC(C)=O acetic acid 1-((4-bromonaphthalen-1-yl) methyl)-3-methylazetidin-3-yl ester